C(C)(C)(C)OC(CN(CCF)CC1=CC=C(C=C1)C1=NN=C(N=N1)C1=CC=C(CN(CC(=O)OC(C)(C)C)CCO)C=C1)=O tert-butyl N-(4-(6-(4-(((2-(tert-butoxy)-2-oxoethyl)(2-fluoroethyl)amino) methyl)phenyl)-1,2,4,5-tetrazin-3-yl)benzyl)-N-(2-hydroxyethyl)glycinate